FC=1C=C(CN2C(C3=C(C=C(C=C3CC2)OC)OC=CC(C)C)=O)C=CC1 2-(3-Fluorobenzyl)-6-methoxy-8-isopentenoxy-3,4-dihydro-isoquinolin-1(2H)-one